3-{5-[(R)-(1,3-dimethyl-azetidin-3-yl)-hydroxy-(4-isopropyl-phenyl)-methyl]-pyridin-3-yl}-propan-1-ol CN1CC(C1)(C)[C@@](C=1C=C(C=NC1)CCCO)(C1=CC=C(C=C1)C(C)C)O